(S)-(2-oxo-tetrahydrofuran-3-yl) carbamate C(N)(O[C@@H]1C(OCC1)=O)=O